COC1=C(C=C2C(=CC(N(C2=C1)CCCC(=O)ON1C(CCC1=O)=O)(C)C)C)\N=N\C=1SC(=CN1)[N+](=O)[O-] (E)-2,5-dioxopyrrolidin-1-yl 4-(7-methoxy-2,2,4-trimethyl-6-((5-nitrothiazol-2-yl)diazenyl)quinolin-1(2H)-yl)butanoate